(2-bromo-3-fluoropyridin-4-yl)-1,5,6,7-tetrahydro-4H-pyrrolo[3,2-c]pyridin-4-one-6,6,7,7-d4 BrC1=NC=CC(=C1F)N1C=CC=2C(NC(C(C21)([2H])[2H])([2H])[2H])=O